ClC1=C(C=CC(=C1)CS(=O)(=O)C)[C@@H]1COCCCN1C1=NC(=NC(=C1)C)N |r| (+-)-4-(3-(2-chloro-4-((methylsulfonyl)methyl)phenyl)-1,4-oxazepan-4-yl)-6-methylpyrimidin-2-amine